(chloroheptyl)(triethoxy)silane ClCCCCCCC[Si](OCC)(OCC)OCC